bismuth oxybromide O(Br)Br.[Bi]